FC=1C=C(C=CC1)C=1C(=NN(C1C(=O)OC)C=1SC(=C(N1)C1=CC=C(C=C1)C=1OC(=NN1)C)SC(C)C)C methyl 4-(3-fluorophenyl)-1-(5-(isopropylsulfanyl)-4-(4-(5-methyl-1,3,4-oxadiazol-2-yl) phenyl) thiazol-2-yl)-3-methyl-1H-pyrazole-5-carboxylate